N=NC1=NC(=NC(=N1)N)N iminomelamine